C(CCCC)C(CC(=O)[O-])CCCCCCCC (E)-3-pentylundecanoate